4-(3,4-dihydroisoquinolin-2-yl)-2-methylpiperidin-3-ol C1N(CCC2=CC=CC=C12)C1C(C(NCC1)C)O